phloroglucinol tris[3-(3,5-di-tert-butyl-4-hydroxyphenyl) propionate] C(C)(C)(C)C=1C=C(C=C(C1O)C(C)(C)C)CCC(=O)OC1=CC(OC(CCC2=CC(=C(C(=C2)C(C)(C)C)O)C(C)(C)C)=O)=CC(OC(CCC2=CC(=C(C(=C2)C(C)(C)C)O)C(C)(C)C)=O)=C1